COC1=C(C(=CC=C1)OC)N1N=NN=C1 N-(2,6-Dimethoxyphenyl)tetrazole